C(C)(C)(C)OC(C1=C(C=C(C=C1C)COCCCN1N=NC2=C1C=CC(=C2C)\C=C\C(=O)OCC)C)=O tert-butyl-4-[[3-[5-[(1E)-3-ethoxy-3-oxoprop-1-en-1-yl]-4-methyl-1H-1,2,3-benzotriazol-1-yl]propoxy]methyl]-2,6-dimethylbenzoate